6-ethyl-N-(1-(5-(trifluoromethyl)pyridin-2-yl)piperidin-4-yl)thieno[2,3-d]Pyrimidin-4-amine C(C)C1=CC2=C(N=CN=C2NC2CCN(CC2)C2=NC=C(C=C2)C(F)(F)F)S1